NC([C@H](C[C@H]1C(NC2(CC2)C1)=O)NC(OC(C)(C)C)=O)=O tert-butyl N-[(1S)-2-amino-2-oxo-1-[[(6R)-5-oxo-4-azaspiro[2.4]heptan-6-yl]methyl]ethyl]carbamate